C(#C)C=1SC(=C(N1)C)C 2-ethynyl-4,5-dimethylthiazole